COCOC=C\C=C\CCCCCCCCCC (3E,8Z)-tetradecadien-1-yl methoxymethyl ether